CN1N=CC(=C1)C1=NC=2C(=NC=CC2C=2C=CC3=C(CCCCC3NC(=O)C3=NOC(=N3)C(C)(C)C)C2)N1 5-tert-Butyl-[1,2,4]oxadiazole-3-carboxylic acid {2-[2-(1-methyl-1H-pyrazol-4-yl)-3H-imidazo[4,5-b]pyridin-7-yl]-6,7,8,9-tetrahydro-5H-benzocyclohepten-5-yl}-amide